(2S,3S,5S,6S,7S,8S)-4-((S)-6-(2-bromo-3-fluorophenyl)-5-(methoxycarbonyl)-2-(thiazol-2-yl)-3,6-dihydropyrimidin-4-yl)cubane-1-carboxylic acid BrC1=C(C=CC=C1F)[C@@H]1C(=C(NC(=N1)C=1SC=CN1)C12C3C4C5(C(C14)C2C53)C(=O)O)C(=O)OC